(S)-N-(2,6-dimethylphenyl)aminopropionic acid methyl ester COC([C@H](C)NC1=C(C=CC=C1C)C)=O